C(C1=CC=CC=C1)O[C@@H]1[C@H](N(C[C@@H]([C@H]1OCC1=CC=CC=C1)OCC1=CC=CC=C1)CCCC1=CC=CC=C1)CO ((2R,3R,4R,5S)-3,4,5-tris(benzyloxy)-1-(3-phenylpropyl)piperidin-2-yl)methanol